C(C)(C)C=1C=CC2=CC3=C4C(=CC(C3=C2C1)=O)C1=CC=CC=C1C4=O 8-isopropylindenofluorene-6,12-dione